2-(2,6-dimethylpiperidin-1-yl)acetonitrile CC1N(C(CCC1)C)CC#N